3,3,4,4,5,5,6,6,7,7,8,8,8-Tridecafluoro-1-hydroxyoctyltetradecanoate FC(CC(O)OC(CCCCCCCCCCCCC)=O)(C(C(C(C(C(F)(F)F)(F)F)(F)F)(F)F)(F)F)F